O1C=CC2=C1C=CC(=C2)S(=O)(=O)N2CC1=C(C2)CN(C1)C(=O)C1=NN(C(=C1)C)C 3-[5-(1-Benzofuran-5-sulfonyl)-1H,2H,3H,4H,5H,6H-pyrrolo[3,4-c]pyrrole-2-carbonyl]-1,5-dimethyl-1H-pyrazole